S1C(=NC2=C1C=CC=C2)C([C@H](C[C@H]2C(NCC2)=O)NC(=O)[C@H]2N(CC[C@H](C2)C)C([C@@H](NC(C(F)(F)F)=O)C(C)C)=O)=O (2S,4R)-N-{(2S)-1-(1,3-benzothiazol-2-yl)-1-oxo-3-[(3S)-2-oxopyrrolidin-3-yl]propan-2-yl}-4-methyl-1-[N-(trifluoroacetyl)-L-valyl]piperidine-2-carboxamide